1-bromo-2,4,6-trimethoxybenzene BrC1=C(C=C(C=C1OC)OC)OC